6-tert-butyl-4-oxo-2-(2,2,2-trifluoroethoxy)-4H-chromene-8-carbaldehyde C(C)(C)(C)C=1C=C2C(C=C(OC2=C(C1)C=O)OCC(F)(F)F)=O